methyl-5-methyl-1-indenone CC=1C(C2=CC=C(C=C2C1)C)=O